FC=1C(=CC(=C2C=C(NC12)C(=O)N(C)C)C1=C(C=C(C=C1)N1C[C@@H](NCC1)C)F)C=1CN(CCC1)C(C(C)C)=O (S)-7-fluoro-4-(2-fluoro-4-(3-methylpiperazin-1-yl)phenyl)-6-(1-isobutyryl-1,2,5,6-tetrahydropyridin-3-yl)-N,N-dimethyl-1H-indole-2-carboxamide